ethyl 5-chloropyrazolo[1,5-a]pyrimidine-2-carboxylate ClC1=NC=2N(C=C1)N=C(C2)C(=O)OCC